6-(1-methyl-1H-pyrazol-4-yl)-3-(4-phenethylcyclohex-1-en-1-yl)pyrazolo[1,5-a]pyridine CN1N=CC(=C1)C=1C=CC=2N(C1)N=CC2C2=CCC(CC2)CCC2=CC=CC=C2